1,3,3,3-tetramethyldisilazane C[SiH2]N[Si](C)(C)C